8-bromo-4-(4-(methoxycarbonyl)tetrahydro-2H-pyran-4-yl)quinoline-3-carboxylic acid ethyl ester C(C)OC(=O)C=1C=NC2=C(C=CC=C2C1C1(CCOCC1)C(=O)OC)Br